1-(2-methoxyphenyl)indole COC1=C(C=CC=C1)N1C=CC2=CC=CC=C12